1-[4-(pyrazol-1-ylmethyl)phenyl]methanamine N1(N=CC=C1)CC1=CC=C(C=C1)CN